ClC1=CC(=C(N=N1)C)NC1=CC(=NC=C1)NC(CCN1CCN(CC1)C)=O N-{4-[(6-chloro-3-methylpyridazin-4-yl)amino]pyridin-2-yl}-3-(4-methylpiperazin-1-yl)propanamide